N[C@@H]1CN(CC1)C1=C(C=NC=C1)C=1C=C2N(N=CC(=C2N[C@@H]2COCC2)/C(/N)=N/C2=C(C=C(C=C2)O)CC)C1 (Z)-6-(4-((S)-3-aminopyrrolidin-1-yl)pyridin-3-yl)-N'-(2-ethyl-4-hydroxyphenyl)-4-(((S)-tetrahydrofuran-3-yl)amino)pyrrolo[1,2-b]pyridazine-3-carboximidamide